CN(CCN(CCN(C)C)CCN(C)C)C tris(2-dimethylaminoethyl)amine